C1(=CC=CC=C1)C1=NN2C(N=C(C=C2C(F)(F)F)C(F)(F)F)=C1C1=CC=C(OCCOCCOCCNC(OC(C)(C)C)=O)C=C1 tert-butyl (2-(2-(2-(4-(2-phenyl-5,7-bis(trifluoromethyl)pyrazolo[1,5-a]pyrimidin-3-yl)phenoxy)ethoxy)ethoxy)ethyl)carbamate